C(C([2H])([2H])[2H])(=O)NN acetohydrazide-2,2,2-d3